COC=1C=C(C#N)C=CC1 3-methoxy-benzonitrile